C(C)(=O)O[C@H]1[C@H](O[C@@H]([C@@H]([C@H]1OC(C)=O)OC(C)=O)Br)COC(C)=O (2R,3S,4S,5R,6R)-2-(Acetoxymethyl)-6-bromotetrahydro-2H-pyran-3,4,5-trisyl triacetate